CC1=C(C(=C(C(=C1C)O)C)CC=C(CC\C=C(\CCC=C(C)C)/C)C)O 2,3,5-trimethyl-6-((6E)-3,7,11-trimethyldodeca-2,6,10-trien-1-yl)benzene-1,4-diol